1-(2-aminoethyl)-3-aminopropylmethoxysilane NCCC(CCN)[SiH2]OC